2-(morpholin-4-yl)-N-({5-[4-(trifluoromethoxy)phenyl]-1H-imidazol-2-yl}methyl)-8-(trifluoromethyl)pyrazolo[1,5-a][1,3,5]triazin-4-amine N1(CCOCC1)C1=NC=2N(C(=N1)NCC=1NC(=CN1)C1=CC=C(C=C1)OC(F)(F)F)N=CC2C(F)(F)F